(3-(1-amino-1,3-dihydrospiro[inden-2,4'-piperidin]-1'-yl)-6-(2-(2-aminopyrimidin-4-yl)vinyl)pyrazin-2-yl)methanol NC1C2=CC=CC=C2CC12CCN(CC2)C=2C(=NC(=CN2)C=CC2=NC(=NC=C2)N)CO